5-(bromomethyl)-1-(2-((tert-butyldimethylsilyl)oxy)ethyl)-4-iodo-3-((2-(trimethylsilyl)ethoxy)methoxy)-1H-pyrazole BrCC1=C(C(=NN1CCO[Si](C)(C)C(C)(C)C)OCOCC[Si](C)(C)C)I